N[C@H]1CN(CCC1)C(=O)C=1C=C(C2=C(SC(=C2CCO)C=2N(C3=CC=CC=C3C2)CC2CC2)C1)OC (R)-(3-Aminopiperidin-1-yl)(2-(1-(cyclopropylmethyl)-1H-indol-2-yl)-3-(2-hydroxyethyl)-4-methoxybenzo[b]thiophen-6-yl)methanone